ClC1=CC(=C(NC=2C(=C(C=NC2)CC2=C(C(=NC=C2)NCC2=C(C=C(C=C2)OC)OC)F)F)C=C1)F 4-[[5-(4-chloro-2-fluoro-anilino)-4-fluoro-3-pyridinyl]methyl]-N-[(2,4-dimethoxyphenyl)methyl]-3-fluoro-pyridin-2-amine